COC1(COCC1)C1=CC(=CC(=N1)C1=NC=C2N1C=C(N=C2)NC(C)=O)C N-(3-(6-(3-Methoxytetrahydrofuran-3-yl)-4-methylpyridin-2-yl)imidazo[1,5-a]pyrazin-6-yl)acetamide